N-(2-oxopropyl)-1H-pyrrole-3-carboxamide O=C(CNC(=O)C1=CNC=C1)C